FC(C=1C=C2C(=NC=NC2=C(C1)C(F)(F)F)N(C(C)C=1C(=NC=CN1)C1=CC=C(C=N1)C#N)CC1CC1)(F)F 6-[3-[1-[[6,8-bis(trifluoromethyl)quinazolin-4-yl]-(cyclopropylmethyl)amino]ethyl]pyrazin-2-yl]pyridine-3-carbonitrile